mono(2-chloroacetyl)-ethyleneglycol ClCC(=O)C(CO)O